3-(4-pyridyl)bicyclo[1.1.1]pentan-1-amine 2,2,2-trifluoroacetic acid salt FC(C(=O)O)(F)F.N1=CC=C(C=C1)C12CC(C1)(C2)N